(S,E)-N7-(1-((7-((2,4-Difluorobenzyl)oxy)-1H-indol-2-yl)methyl)-2-oxo-1,2-dihydropyridin-3-yl)-6-(2-fluorobenzamido)hept-2-endiamid FC1=C(COC=2C=CC=C3C=C(NC23)CN2C(C(=CC=C2)NC([C@H](CC/C=C/C(=O)N)NC(C2=C(C=CC=C2)F)=O)=O)=O)C=CC(=C1)F